C(C(C)C)C1=CC=C(C(=O)O)C=C1 p-isobutylbenzoic acid